FC1=C(C(=CC=C1)F)[C@@]1(C[C@H](N)C(=O)O)C=NC2=C(C=CC(=C12)C1=CC=C(C=C1)N1CCC(CC1)C=O)O 1-(4-((3S,4R)-3-(2,6-difluorophenyl)-7-hydroxytryptophan-4-yl)phenyl)piperidine-4-carbaldehyde